N,N-dibenzyl-2-(2-((3-((2S,3S,4R,5R,6R)-4,5-bis(benzyloxy)-6-((benzyloxy)methyl)-3-nitrotetrahydro-2H-pyran-2-yl)prop-2-yn-1-yl)oxy)ethoxy)ethan-1-amine C(C1=CC=CC=C1)N(CCOCCOCC#C[C@@H]1O[C@@H]([C@@H]([C@@H]([C@H]1[N+](=O)[O-])OCC1=CC=CC=C1)OCC1=CC=CC=C1)COCC1=CC=CC=C1)CC1=CC=CC=C1